FC1(CN(CC[C@H]1N1C(N(C=2C=NC=3C=CC(=CC3C21)C=2C=NC(=CC2)OC)C)=O)C[2H])F (R)-1-(3,3-difluoro-1-(deuteromethyl)piperidin-4-yl)-8-(6-methoxypyridin-3-yl)-3-methyl-1,3-dihydro-2H-imidazo[4,5-c]quinolin-2-one